COC1=C2C=C(NC2=CC=C1)C(=O)N1C(C2CCCCC2C1)C(=O)N 2-(4-methoxy-1H-indole-2-carbonyl)octahydro-1H-isoindole-1-carboxamide